3-(4-(1-oxa-4,9-diazaspiro[5.5]undecan-4-ylmethyl)-3-methyl-2-oxo-2,3-dihydro-1H-benzo[d]imidazol-1-yl)piperidine-2,6-dione O1CCN(CC12CCNCC2)CC2=CC=CC=1N(C(N(C12)C)=O)C1C(NC(CC1)=O)=O